CC=1OC(=CCC1)C=CC1=CC=C(C=C1)N(C)C 2-methyl-6-(4-dimethylaminostyryl)-4H-pyran